FC(C=1N(C2=C(C=NC(=C2C2=CC=CC=C2)C)N1)CC1=C(C=C(C=N1)[S@](=O)(C)=N)F)F (R)-(6-((2-(difluoromethyl)-6-methyl-7-phenyl-1H-imidazo[4,5-c]pyridin-1-yl)methyl)-5-fluoropyridin-3-yl)(imino)(methyl)-λ6-sulfanone